C1(NC2(C3=CC=CC=C13)CC2)=O spiro[cyclopropane-1,3'-isoindoline]-1'-one